2-[tert-butyl-(dimethyl)silyl]-oxyacetaldehyde C(C)(C)(C)[Si](OCC=O)(C)C